NCCOP(=O)(O)O phosphorylethanolamine